SNC1=NC(=NC(=N1)N)N sulfydryl-melamine